(R)-1-((1-(2-cyanoacetyl)piperidin-3-yl)oxy)-4-(1-cyclopropyl-1H-pyrazol-4-yl)-7-isopropoxyisoquinoline-6-carboxamide C(#N)CC(=O)N1C[C@@H](CCC1)OC1=NC=C(C2=CC(=C(C=C12)OC(C)C)C(=O)N)C=1C=NN(C1)C1CC1